FC1(C2CN(CC1CC2)C=2C1=C(N=C(N2)OC[C@]23CCCN3C[C@@H](C2)F)C(=C(N=C1)C1=CC(=CC2=CC=C(C(=C12)CC)F)O)F)F 4-(4-(8,8-difluoro-3-azabicyclo[3.2.1]octan-3-yl)-8-fluoro-2-(((2R,7aS)-2-fluorotetrahydro-1H-pyrrolizin-7a(5H)-yl)methoxy)pyrido[4,3-d]pyrimidin-7-yl)-5-ethyl-6-fluoronaphthalen-2-ol